(R)-3-methyl-4-(7-(pyrrolidin-1-ylmethyl)-2-(1H-pyrrolo[2,3-b]pyridin-4-yl)thieno[3,2-d]pyrimidin-4-yl)morpholine C[C@H]1N(CCOC1)C=1C2=C(N=C(N1)C1=C3C(=NC=C1)NC=C3)C(=CS2)CN2CCCC2